N[Co](N)(N)(N)(N)(N)Cl hexaaminocobalt chloride